[7-[5-[(1R)-1-(3,5-dichloro-4-pyridyl)ethoxy]-1H-indazol-3-yl]-2,3-dihydro-pyrido[2,3-b][1,4]oxazin-1-yl]-(2-methyl-pyrimidin-4-yl)methanone ClC=1C=NC=C(C1[C@@H](C)OC=1C=C2C(=NNC2=CC1)C1=CC2=C(OCCN2C(=O)C2=NC(=NC=C2)C)N=C1)Cl